(R)-1-(2-(1-(benzyloxy)ethyl)-4-fluorophenyl)-5-((1-(cyclopropylmethyl)-3-methyl-1H-pyrazol-4-yl)methyl)-3-methoxy-1H-pyrazole C(C1=CC=CC=C1)O[C@H](C)C1=C(C=CC(=C1)F)N1N=C(C=C1CC=1C(=NN(C1)CC1CC1)C)OC